ClC1=C(C=CC=C1F)/C(=N/S(=O)C(C)(C)C)/C1(CC1)F (Z)-N-((2-Chloro-3-fluorophenyl)(1-fluorocyclopropyl)methylene)-2-methylpropane-2-sulfinamide